NC=1NC(C=2N=CN(C2N1)\C=C\1/C(C1)(CO)COC(CCC)=O)=O Butyric acid (Z)-(2-((2-amino-6-oxo-1H-purin-9(6H)-yl) methylene)-1-(hydroxymethyl) cyclopropyl)Methyl ester